(3S,4S,5R)-3,4-bis(phenylmethoxy)-5-(phenylmethoxymethyl)oxolan-2-ol C1(=CC=CC=C1)CO[C@@H]1C(O[C@@H]([C@@H]1OCC1=CC=CC=C1)COCC1=CC=CC=C1)O